1-(4-piperidinyl)ethanone ethyl-3-(6-chloro-5-(2'-hydroxy-[1,1'-biphenyl]-4-yl)-1H-indazol-3-yl)propanoate C(C)OC(CCC1=NNC2=CC(=C(C=C12)C1=CC=C(C=C1)C1=C(C=CC=C1)O)Cl)=O.N1CCC(CC1)C(C)=O